NC1=CC(=CC2=CC(=CC=C12)C(=O)O)C(=O)O 4-aminonaphthalene-2,7-dicarboxylic acid